1-(4-aminophenyl)piperazine 3-((4,4-bis(octyloxy)butanoyl)oxy)-2-((((1-isopropylazetidin-3-yl)(methyl)-carbamoyl)oxy)methyl)propyl-(9Z,12Z)-octadeca-9,12-dienoate C(CCCCCCC)OC(CCC(=O)OCC(COC(CCCCCCC\C=C/C\C=C/CCCCC)=O)COC(N(C)C1CN(C1)C(C)C)=O)OCCCCCCCC.NC1=CC=C(C=C1)N1CCNCC1